tert-butyl (S)-4-(7-fluoroimidazo[1,2-a]pyridin-3-yl)-7-((6-(hydroxymethyl)-5-(tetrahydrofuran-3-yl)pyridin-2-yl)amino)-1-oxoisoindoline-2-carboxylate FC1=CC=2N(C=C1)C(=CN2)C2=C1CN(C(C1=C(C=C2)NC2=NC(=C(C=C2)[C@H]2COCC2)CO)=O)C(=O)OC(C)(C)C